2-(2,3,4-trimethoxy-6-methylbenzoyl)-2-chloro-3-methoxy-5-methylpyridine COC1=C(C(=O)C2(NC=C(C=C2OC)C)Cl)C(=CC(=C1OC)OC)C